BrC1=C(C(=CC2=CC=C(C=C12)F)NS(=O)(=O)C1=CC=C(C=C1)C)C(=O)C1=C(C=CC(=C1)F)Cl N-{4-bromo-3-[(2-chloro-5-fluorophenyl)carbonyl]-6-fluoro-2-naphthyl}-4-methylbenzenesulfonamide